2-Ethylhexyl-salicylat C(C)C(COC=1C(C(=O)[O-])=CC=CC1)CCCC